4-((5-Chloro-7-(2-((4-isopropyl-2,6-dioxopiperazin-1-yl)methyl)thieno[3,2-b]pyridin-7-yl)-1H-indol-1-yl)methyl)piperidine-4-carbonitrile trifluoroacetate FC(C(=O)O)(F)F.ClC=1C=C2C=CN(C2=C(C1)C1=C2C(=NC=C1)C=C(S2)CN2C(CN(CC2=O)C(C)C)=O)CC2(CCNCC2)C#N